1-bromo-6,7-dimethoxyisoquinoline-4-carbonitrile BrC1=NC=C(C2=CC(=C(C=C12)OC)OC)C#N